bicyclo[5.3.0]Decane C12CCCCCC2CCC1